4-hydroxy-N-methylbenzamide OC1=CC=C(C(=O)NC)C=C1